ClC=1C=C(C=CC1F)NC(=O)C1=C(N=CN1C)C1CC2CC(C2C1)=O N-(3-chloro-4-fluorophenyl)-1-methyl-4-(6-oxobicyclo[3.2.0]heptan-3-yl)-1H-imidazole-5-carboxamide